1-(2,4-bis(methylthio)phenyl)ethan-1-one CSC1=C(C=CC(=C1)SC)C(C)=O